1-phenyl-2-[4-(1H-pyrrolo[2,3-b]pyridin-4-yl)-1H-pyrazol-1-yl]propan-1-one C1(=CC=CC=C1)C(C(C)N1N=CC(=C1)C1=C2C(=NC=C1)NC=C2)=O